C12C=CC(C3C1C(=O)OC3=O)C2 bicyclo[2.2.1]-hept-2-ene-5,6-Dicarboxylic anhydride